2-(4-(oxetan-3-yl)piperidin-1-yl)-5-(trifluoromethyl)pyridin O1CC(C1)C1CCN(CC1)C1=NC=C(C=C1)C(F)(F)F